CN([C@@H](CC1=CC=CC=C1)C(=O)O)C N,N-Dimethyl-L-phenylalanine